[Br-].C(=C)C(CCC(=O)O)C=1NC=CN1 1-vinyl-3-carboxypropylimidazole bromide